C(C)OC(=O)C=1OC2=C(C1C)C=C(C=C2)S(N(CCC2=CC=CC=C2)C2=CC=C(C=C2)N2CCN(CC2)C(=O)OCCC)(=O)=O 3-Methyl-5-(N-(4-(4-(propoxycarbonyl)piperazin-1-yl)phenyl)-N-phenethylsulfamoyl)benzofuran-2-carboxylic acid ethyl ester